BrCCCCCCOC1=C(C(=CC(=C1)\C=C\C1=CC=C(C=C1)Br)OCCCCCCBr)OCCCCCCBr (E)-1,2,3-tris((6-bromohexyl)oxy)-5-(4-bromostyryl)benzene